C(C)OC(\C=C\C1=C(C2=C(N(N=N2)C)C(=C1)C1CC1)C)=O (2E)-3-(7-cyclopropyl-1,4-dimethyl-1H-benzotriazol-5-yl)prop-2-enoic acid ethyl ester